ClC=1C(=NC(=NC1)N[C@@H]1C[C@H]2CO[C@@H]([C@H]1O)O2)C2=C(C=1C(N(C(=C(C1S2)C(C)C)C)C)=O)C 2-(5-chloro-2-(((1S,3R,4S,5R)-4-hydroxy-6,8-dioxabicyclo[3.2.1]octan-3-yl)amino)pyrimidin-4-yl)-7-isopropyl-3,5,6-trimethylthieno[3,2-c]pyridin-4(5H)-one